4-(6-Cyclopropyl-5-(methylsulfonamido)pyridin-2-yl)-1-methyl-1H-1,2,3-triazole-5-carboxylic acid C1(CC1)C1=C(C=CC(=N1)C=1N=NN(C1C(=O)O)C)NS(=O)(=O)C